C1(CCCCC1)CN(CC(=O)OCC)[C@H]1CNCCC1 ethyl (R)-N-(cyclohexylmethyl)-N-(piperidin-3-yl)glycinate